oxo-3,1-benzoxazine-6-carbonitrile O=C1N=C2C(=CO1)C=C(C=C2)C#N